C(C)(=O)NC=1C(=NC=C(C1)C1=CC(=CC=C1)CC)C(=O)NCCOCCNCC(=O)N1CCN(CC1)C(C1=C(C=CC(=C1)CC1=NNC(C2=CC=CC=C12)=O)F)=O 3-acetamido-5-(3-ethylphenyl)-N-[2-[2-[[2-[4-[2-fluoro-5-[(4-oxo-3H-phthalazin-1-yl)methyl]benzoyl]piperazin-1-yl]-2-oxo-ethyl]amino]ethoxy]ethyl]pyridine-2-carboxamide